2-(7-(diethylamino)-4-methyl-2-oxo-2H-chromen-3-yl)ethyl (3-(pyrimidin-5-yl)benzyl)carbamate N1=CN=CC(=C1)C=1C=C(CNC(OCCC=2C(OC3=CC(=CC=C3C2C)N(CC)CC)=O)=O)C=CC1